N,N-dimethyl-3-((6-(1-(tetrahydro-2H-pyran-4-yl)-[1,2,4]triazolo[4,3-a]quinoxalin-8-yl)pyridin-3-yl)oxy)-1-propylamine CN(C)CCCOC=1C=NC(=CC1)C1=CC=C2N=CC=3N(C2=C1)C(=NN3)C3CCOCC3